(E)-N-(4-ethoxy-5-methoxy-2-(3-(2-(prop-2-yn-1-yloxy)phenyl)acryloyl)phenethyl)acetamide C(C)OC1=CC(=C(CCNC(C)=O)C=C1OC)C(\C=C\C1=C(C=CC=C1)OCC#C)=O